BrC1=C(C(=O)N)C(=CC=C1F)NS(=O)(=O)C=1C(=NC=C(C1)Cl)OC 2-bromo-6-(5-chloro-2-methoxypyridine-3-sulfonamido)-3-fluorobenzamide